2-[3-(diethylamino)-4-{2-[(2,3-dihydro-1H-inden-2-yl)amino]pyrimidin-5-yl}-1H-pyrazol-1-yl]acetic acid C(C)N(C1=NN(C=C1C=1C=NC(=NC1)NC1CC2=CC=CC=C2C1)CC(=O)O)CC